CC=1C=C2C=C(OC(C2=CC1)=O)C1=CC=C(C=C1)C 6-methyl-3-(p-tolyl)-1H-isochromen-1-one